(1R,2R,3R)-N-[7-chloro-6-[4-((3S,4S)-4-fluoro-3-methyl-tetrahydrofuranyl)piperazin-1-yl]-3-isoquinolinyl]-2-ethyl-3-(2-pyridinyl)cyclopropanecarboxamide ClC1=C(C=C2C=C(N=CC2=C1)NC(=O)[C@@H]1[C@@H]([C@H]1C1=NC=CC=C1)CC)N1CCN(CC1)C1OC[C@H]([C@H]1C)F